CN(C)CC=1SC=C(N1)CO 2-(dimethylaminomethyl)-4-hydroxymethylthiazole